Hydrogen chloride HCl Cl.Cl